O.C1(=CC=CC=C1)S(=O)(=O)O.C(C1=CC=CC=C1)(=O)N benzamide benzenesulfonate hydrate